C(CC)C1C(OC(C1)=O)=O 3-propyldihydrofuran-2,5-dione